C(C1=CC=CC=C1)[C@@H]1N(CCC1)C1=CC(=CC(N1C)=O)N1CCOCC1 (R)-6-(2-benzylpyrrolidin-1-yl)-1-methyl-4-morpholinopyridin-2(1H)-one